N-(1-cyanocyclopropyl)-9-(5-(difluoromethyl)-1,3,4-thiadiazol-2-yl)-4-((2S,5S)-4-isobutyryl-2,5-dimethylpiperazin-1-yl)-9H-pyrimido[4,5-b]indole-7-sulfonamide C(#N)C1(CC1)NS(=O)(=O)C1=CC=C2C3=C(N(C2=C1)C=1SC(=NN1)C(F)F)N=CN=C3N3[C@H](CN([C@H](C3)C)C(C(C)C)=O)C